(4-dimethylaminophenyl)(2-hydroxyphenyl)(4-fluorophenyl)methane CN(C1=CC=C(C=C1)C(C1=CC=C(C=C1)F)C1=C(C=CC=C1)O)C